7-(2,8-dimethylimidazo[1,2-b]pyridazin-6-yl)-5-fluoro-3-[1-(2-fluoroethyl)azepan-4-yl]cinnoline CC=1N=C2N(N=C(C=C2C)C2=CC(=C3C=C(N=NC3=C2)C2CCN(CCC2)CCF)F)C1